r-para-xylene C1(=CC=C(C=C1)C)C